C12CC(C1)(C2)NC(=O)C=2C(N(C1=NC=C(C=C1C2)C(=C)C)CC2=CC=C(C=C2)F)=O N-(3-bicyclo[1.1.1]pentanyl)-1-[(4-fluorophenyl)methyl]-6-isopropenyl-2-oxo-1,8-naphthyridine-3-carboxamide